C(C1=CC=CC=C1)C1(CC(=NO1)[C@H](C)N(C(=O)C1=NC=CC2=CC=CC=C12)C)C(=O)OC Methyl 5-benzyl-3-((S)-1-(N-methylisoquinoline-1-carboxamido)ethyl)-4,5-dihydroisoxazole-5-carboxylate